7-(5-CHLORO-4-METHYL-2-THIAZOL-2-YL-PHENYL)-N-[(2,4-DIMETHOXYPHENYL)METHYL]CINNOLIN-4-AMINE ClC=1C(=CC(=C(C1)C1=CC=C2C(=CN=NC2=C1)NCC1=C(C=C(C=C1)OC)OC)C=1SC=CN1)C